1-([1,1'-biphenyl]-4-yl)-4-phenyl-1H-1,2,3-triazole tert-butyl-5-(1H-indol-3-yl)-3,6-dihydropyridine-1(2H)-carboxylate C(C)(C)(C)OC(=O)N1CCC=C(C1)C1=CNC2=CC=CC=C12.C1(=CC=C(C=C1)N1N=NC(=C1)C1=CC=CC=C1)C1=CC=CC=C1